2-[(R)-[(5S,7S)-7-fluoro-5-(2-fluorophenyl)-6,7-dihydro-5H-pyrrolo[1,2-b][1,2,4]triazol-2-yl]sulfinyl]acetonitrile F[C@H]1C[C@H](N2N=C(N=C21)[S@](=O)CC#N)C2=C(C=CC=C2)F